ethyl 2-(3-(5-bromopyrazin-2-yl)-4-methyl-2-oxo-benzimidazol-1-yl)acetate BrC=1N=CC(=NC1)N1C(N(C2=C1C(=CC=C2)C)CC(=O)OCC)=O